(e)-4,5-dichlorophenol ClC1=CC=C(C=C1Cl)O